C[C@]12[C@H]3CC[C@@]4([C@H](CC[C@H]4[C@@H]3CC=C2C[C@@H](CC1=O)O)[C@H](C)CCC1=NC=CC=C1)C (3S,8S,9S,10R,13R,14S,17R)-10,13-dimethyl-17-((R)-4-(pyridin-2-yl)butan-2-yl)-2,3,4,7,8,9,10,11,12,13,14,15,16,17-tetradecahydro-1H-cyclopenta[a]phenanthren-3-olON